1-(2-nitrobenzyl)pyrrole-2-carbaldehyde [N+](=O)([O-])C1=C(CN2C(=CC=C2)C=O)C=CC=C1